tert-Butyl 6-[(3-hydroxy-3-methyl-pentanoyl)amino]-3,4-dihydro-1H-isoquinoline-2-carboxylate OC(CC(=O)NC=1C=C2CCN(CC2=CC1)C(=O)OC(C)(C)C)(CC)C